tert-butyl N-(cyclobutylmethyl)-N-[1-(5-fluoro-2-oxo-1H-pyridin-4-yl)-3-piperidyl]carbamate C1(CCC1)CN(C(OC(C)(C)C)=O)C1CN(CCC1)C1=CC(NC=C1F)=O